3-((R)-2-amino-propoxy)-2-chloro-propan-1-ol hydrochloride Cl.N[C@@H](COCC(CO)Cl)C